4-(6-amino-n-hexyl)-2-(2,6-dioxopiperidin-3-yl)isoindoline-1,3-dione NCCCCCCC1=C2C(N(C(C2=CC=C1)=O)C1C(NC(CC1)=O)=O)=O